(1r,4r)-4-(3-(3-(1-(o-tolyl)cyclopropyl)-1,2,4-oxadiazol-5-yl)-2H-indazol-2-yl)cyclohexane-1-carboxylic acid C1(=C(C=CC=C1)C1(CC1)C1=NOC(=N1)C=1N(N=C2C=CC=CC12)C1CCC(CC1)C(=O)O)C